CC=1C=C2C(=NC1N1CC=3C=C(C=NC3CC1)C(F)(F)F)CN(C2=O)C([2H])([2H])[2H] 3-methyl-6-(methyl-d3)-2-(3-(trifluoromethyl)-7,8-dihydro-1,6-naphthyridin-6(5H)-yl)-6,7-dihydro-5H-pyrrolo[3,4-b]pyridin-5-one